N[C@H](C(=O)O)CCCN(C(=N)NC)C (2S)-2-amino-5-(N,N'-dimethylcarbamimidamido)pentanoic acid